(R)-3-amino-4-(5-(4-((5-(trifluoro-methyl)pyridin-2-yl)oxy)phenyl)-2H-tetrazol-2-yl)butanoic acid N[C@H](CC(=O)O)CN1N=C(N=N1)C1=CC=C(C=C1)OC1=NC=C(C=C1)C(F)(F)F